FC=1C=C(C2=C(OCCO2)C1)NC1=NC=2N(C(=C1)NC)N=CC2NC(=O)N[C@H]2[C@@H](C2)F 1-(5-((7-fluoro-2,3-dihydrobenzo[b][1,4]dioxin-5-yl)amino)-7-(methylamino)pyrazolo[1,5-a]pyrimidin-3-yl)-3-((1R,2R)-2-fluorocyclopropyl)urea